1-Methoxy-3,6,6,9-tetramethyl-6a,7,8,10a-tetrahydrobenzo[c]chromene COC1=C2C3C(C(OC2=CC(=C1)C)(C)C)CCC(=C3)C